ClC=1C=C(C=CC1)N1CCN(C2=CC=CC=C12)C(C(C)N1CCCC1)=O 1-(4-(3-chlorophenyl)-3,4-dihydroquinoxaline-1(2H)-yl)-2-(pyrrolidin-1-yl)propan-1-one